5-iodo-1,7-naphthyridin-6-amine IC1=C2C=CC=NC2=CN=C1N